3-(4''-((2-butyl-4-oxo-1,3-diazaspiro[4.4]non-1-en-3-yl)methyl)-2,3-difluoro-[1,1':3',1''-terphenyl]-4'-yl)-1,2,4-oxadiazol-5(4H)-one C(CCC)C1=NC2(C(N1CC1=CC=C(C=C1)C=1C=C(C=CC1C1=NOC(N1)=O)C1=C(C(=CC=C1)F)F)=O)CCCC2